6-(1-methylpiperidin-4-yl)pyrido[2,3-d]pyrimidin-7(8H)-one CN1CCC(CC1)C1=CC2=C(N=CN=C2)NC1=O